5-Amino-3-(4-bromophenyl)-1-(o-tolyl)pyrazole-4-carbonitrile NC1=C(C(=NN1C1=C(C=CC=C1)C)C1=CC=C(C=C1)Br)C#N